C(\C=C\CCCCCC)OC(CCCCC(=O)OCCCCCCN(CCCCCCCC(=O)OCCCCCCCCC)CCO)OC\C=C\CCCCCC nonyl 8-((6-((6,6-bis(((E)-non-2-en-1-yl)oxy)hexanoyl)oxy)hexyl)(2-hydroxyethyl)amino)octanoate